N-(1-(4-Methyl-4-(methyl(2-(pyrrolidin-1-yl)-4-(trifluoromethyl)benzyl)amino)piperidine-1-carbonyl)-1H-pyrazol-3-yl)methanesulfonamide CC1(CCN(CC1)C(=O)N1N=C(C=C1)NS(=O)(=O)C)N(CC1=C(C=C(C=C1)C(F)(F)F)N1CCCC1)C